C(#N)CC=1SC=C(N1)C(=O)O 2-(cyanomethyl)thiazole-4-carboxylic acid